5-(2,5-dimethyl-1,2,3,4-tetrahydroisoquinolin-7-yl)-3-(1-(1-(phenylsulfonyl)azetidin-3-yl)-1H-pyrazol-4-yloxy)pyrazin-2-amine CN1CC2=CC(=CC(=C2CC1)C)C=1N=C(C(=NC1)N)OC=1C=NN(C1)C1CN(C1)S(=O)(=O)C1=CC=CC=C1